8,8'-((2-(2-hydroxy-cyclohexyl)ethyl)-azanediyl)bis(N,N-didecyloctanamide) OC1C(CCCC1)CCN(CCCCCCCC(=O)N(CCCCCCCCCC)CCCCCCCCCC)CCCCCCCC(=O)N(CCCCCCCCCC)CCCCCCCCCC